(2S)-2-(1-[1-[4-(dimethylamino)-4-methylpent-2-ynoyl]-4-fluoropiperidin-4-yl]-N-methylformamido)-3-methylbutanoic acid CN(C(C#CC(=O)N1CCC(CC1)(F)C(=O)N(C)[C@H](C(=O)O)C(C)C)(C)C)C